(3,5-dimethyl-1H-pyrazol-1-yl)-2-(pyridin-2-yl)-4-aminopyrimidine CC1=NN(C(=C1)C)C=1C(=NC(=NC1)C1=NC=CC=C1)N